BrC1=CC=C(OC2=CC=C(C(=N2)C(F)(F)F)C(CN2N=CN=C2)(C)O)C=C1 2-[6-(4-bromophenoxyl)-2-(trifluoromethyl)-3-pyridyl]-1-(1,2,4-triazol-1-yl)propan-2-ol